C[C@H]1CN(CCN1C1=NC=C(C=N1)C(F)(F)F)C(=O)OC1CC2(CN(C2)CC2=CC=CC=C2)C1 2-benzyl-2-azaspiro[3.3]heptan-6-yl (3S)-3-methyl-4-[5-(trifluoromethyl)pyrimidin-2-yl]piperazine-1-carboxylate